[Cr].[Al].[Al] dialuminum chromium